COC(CCCCCCC\C=C/CC)OC (9Z)-1,1-dimethoxy-9-dodecene